NC=1C(=C(C=CC1NC([C@H](C1CCC(CC1)(F)F)NC(=O)OCC1=CC=CC=C1)=O)C1(CCOCC1)C(=O)OC(C)(C)C)F tert-Butyl 4-(3-amino-4-{[(2S)-2-(benzyloxycarbonylamino)-2-(4,4-difluorocyclohexyl)-acetyl]amino}-2-fluorophenyl)tetrahydropyran-4-carboxylate